n-hexadecyl-3,5-di-tert-butyl-4-hydroxybenzoic acid C(CCCCCCCCCCCCCCC)C1=C(C(=O)O)C=C(C(=C1C(C)(C)C)O)C(C)(C)C